(s)-6-((3,5-dichlorophenyl)thio)-4-(dimethylamino)-N-(1,2,3,4-tetrahydronaphthalen-1-yl)nicotinamide ClC=1C=C(C=C(C1)Cl)SC1=NC=C(C(=O)N[C@H]2CCCC3=CC=CC=C23)C(=C1)N(C)C